FC(C1=CC(NC(N1)=O)=O)(F)F 6-(trifluoromethyl)pyrimidine-2,4-dione